C(C)(C)(C)C1=CC=C(C=C1)CC#N 2-(4-(tert-butyl)phenyl)acetonitrile